C(C)N(C1=CC=C(C=C1)C1=NC(=NC(=N1)N1N=CC=C1)N1N=CC=C1)CC 2-(N,N-diethylanilin-4-yl)-4,6-bis(pyrazol-1-yl)-1,3,5-triazine